N-[4-[(E)-3-[4-[2-Hydroxyethyl(methyl)amino]phenyl]prop-2-enoyl]phenyl]prop-2-enamide OCCN(C1=CC=C(C=C1)/C=C/C(=O)C1=CC=C(C=C1)NC(C=C)=O)C